FC1=C(C=C(C=C1)F)C(CC#C)C=1C(N(C=CC1)C)=O 1-(2,5-difluorophenyl)-1-(1-methyl-2-oxo-1,2-dihydropyridin-3-yl)but-3-yne